ClC1=NC=NC2=C1N(C=1C=C(C(=CC21)CN(C)C)C)CC(F)(F)F 1-[4-chloro-7-methyl-5-(2,2,2-trifluoroethyl)pyrimido[5,4-b]indol-8-yl]-N,N-dimethyl-methanamine